[4-[1-isopropyl-4-(trifluoromethyl)imidazol-2-yl]-2-methoxy-phenyl]methanamine C(C)(C)N1C(=NC(=C1)C(F)(F)F)C1=CC(=C(C=C1)CN)OC